N-(cyclobutyl(2,6-difluorophenyl)methyl)-2-(2,6-dioxopiperidin-3-yl)-1-oxoisoindoline-5-carboxamide C1(CCC1)C(NC(=O)C=1C=C2CN(C(C2=CC1)=O)C1C(NC(CC1)=O)=O)C1=C(C=CC=C1F)F